2-(3,5-Dichloro-4-((6-oxo-1-(3-(trifluoromethyl)phenyl)-1,6-dihydropyridin-3-yl)oxy)phenyl)-6-(fluoromethyl)-1,2,4-triazine-3,5(2H,4H)-dione ClC=1C=C(C=C(C1OC1=CN(C(C=C1)=O)C1=CC(=CC=C1)C(F)(F)F)Cl)N1N=C(C(NC1=O)=O)CF